(3S)-1-[3-[6-[[1-(Trifluoromethyl)cyclopropyl]methylamino]-3-pyridyl]azetidine-1-carbonyl]pyrrolidine-3-carboxamide FC(C1(CC1)CNC1=CC=C(C=N1)C1CN(C1)C(=O)N1C[C@H](CC1)C(=O)N)(F)F